3-[(3S)-4-(5-{[4-(4-chlorothien-2-yl)-5-{[(2R)-2-ethylpyrrolidin-1-yl]methyl}-1,3-thiazol-2-yl]carbamoyl}pyrazin-2-yl)-3-methylpiperazin-1-yl]propanoic acid ClC=1C=C(SC1)C=1N=C(SC1CN1[C@@H](CCC1)CC)NC(=O)C=1N=CC(=NC1)N1[C@H](CN(CC1)CCC(=O)O)C